8-(3-(trifluoromethyl)phenyl)-2-((2-(3-(trifluoromethyl)phenyl)quinolin-4-yl)methyl)-1,3,4,12a-tetrahydrobenzo[e]pyrazino[1,2-a][1,4]diazepine-6,12(2H,11H)-dione 2,2,2-trifluoroacetate FC(C(=O)O)(F)F.FC(C=1C=C(C=CC1)C1=CC2=C(NC(C3N(C2=O)CCN(C3)CC3=CC(=NC2=CC=CC=C32)C3=CC(=CC=C3)C(F)(F)F)=O)C=C1)(F)F